2-(6-(1H-benzo[d][1,2,3]triazol-1-yl)hex-2-yn-1-yl)-6-methyl-1,3,6,2-dioxazaborocane-4,8-dione N1(N=NC2=C1C=CC=C2)CCCC#CCB2OC(CN(CC(O2)=O)C)=O